[2H]C1=NC(=C(C(=C1[2H])C(=O)O)O)[2H] 2,3,6-trideuterio-5-hydroxy-pyridine-4-carboxylic acid